sodium 2,3-bis((5-hydroxypentanoyl)oxy)propyl ((R)-2,3-bis(tetradecanoyloxy)propyl) phosphate P(=O)(OCC(COC(CCCCO)=O)OC(CCCCO)=O)(OC[C@@H](COC(CCCCCCCCCCCCC)=O)OC(CCCCCCCCCCCCC)=O)[O-].[Na+]